CCCCCCCCCCCCCCCC(=O)NCCC1=CNC2=C1C=C(C=C2)O The molecule is an N-acylserotonin obtained by formal condensation of the carboxy group of hexadecanoic acid with the primary amino group of serotonin. It derives from a hexadecanoic acid.